ethyl 5-chloro-2-((3-cyano-2-methyl-phenyl)amino)-benzoate ClC=1C=CC(=C(C(=O)OCC)C1)NC1=C(C(=CC=C1)C#N)C